COC=1C(=NC(=NC1C1=CC(=CC=C1)C1=NN(C=C1)C)N1CCOCC1)NC=1C=NC=CC1 5-methoxy-6-(3-(1-methyl-1H-pyrazol-3-yl)phenyl)-2-morpholino-N-(pyridin-3-yl)pyrimidin-4-amine